NC1=C(C=CC=C1)C(C(=O)N)(C(C)(C)C)N(C(C#C[Si](C(C)C)(C(C)C)C(C)C)=O)C1=CC(=C(C=C1)OC(F)(F)F)Cl (2-aminophenyl)-2-(N-(3-chloro-4-(trifluoromethoxy)phenyl)-3-(triisopropylsilyl)-propiolamido)-3,3-dimethylbutanamide